2-(7-chloroimidazo[1,5-a]pyridin-1-yl)-N-(6-(((6-cyclopropyl-8-formylimidazo[1,2-a]pyridin-2-yl)methyl)amino)pyrimidin-4-yl)acetamide ClC1=CC=2N(C=C1)C=NC2CC(=O)NC2=NC=NC(=C2)NCC=2N=C1N(C=C(C=C1C=O)C1CC1)C2